(R)-1-(7-bromo-2-chloro-6,8-difluoroquinazoline-4-yl)-3-methylpiperidin-3-ol BrC1=C(C=C2C(=NC(=NC2=C1F)Cl)N1C[C@@](CCC1)(O)C)F